C(C=C)NC1=CC(=CC(=C1)Cl)Cl N-allyl-3,5-dichloroaniline